[Si](C)(C)(C(C)(C)C)OC1=C(C=C(C=C1)C1=CC(=NC=C1)NCC1=CC=C(C=C1)N1C(=NC=2C1=NC(=CC2)C2=CC=CC=C2)C=2C(=NC=CC2)N)C2OCCO2 3-[3-(4-{[(4-{4-[(tert-butyldimethylsilyl)oxy]-3-(1,3-dioxolan-2-yl)phenyl}pyridin-2-yl)amino]methyl}phenyl)-5-phenylimidazo[4,5-b]pyridin-2-yl]pyridin-2-amine